C(C=C)(=O)O.FO perfluoro alcohol acrylate